C(C)SC1=NN2C(NC(C=C2)=O)=C1C1=NC=C(N=C1)OCC(C(F)(F)F)(F)F 2-(ethylthio)-3-(5-(2,2,3,3,3-pentafluoropropoxy)pyrazin-2-yl)pyrazolo[1,5-a]pyrimidin-5(4H)-one